CC1=C(N)C=C(C=C1)C(F)(F)F 2-methyl-5-(trifluoromethyl)aniline